Azulene-1(2H)-one C1(CC=C2C=CC=CC=C12)=O